C(CCC)C1=CC=C(COC(CCCCC#N)OCC2=CC=C(C=C2)CCCC)C=C1 6,6-bis((4-butylbenzyl)oxy)hexanenitrile